2-chloroacetyl-amino-2',5-dichlorobenzophenone oxime ClCC(=O)C=1C(=C(C(C2=C(C=CC=C2)Cl)=NO)C=C(C1)Cl)N